N1(CCC1)C(NN)=S azetidine-1-carbothiohydrazide